Ethyl 2-((2-methyl-5-(6-(2-(4-methylpiperazin-1-yl)-2-oxoethoxy)pyridin-3-yl)phenyl)(propyl)amino)thiazole-4-carboxylate CC1=C(C=C(C=C1)C=1C=NC(=CC1)OCC(=O)N1CCN(CC1)C)N(C=1SC=C(N1)C(=O)OCC)CCC